methyl cis-8-(4-chloro-3-fluorophenyl)-3a-methyl-3,3a,8,8a-tetrahydro-2H-furo[3',2':4,5]pyrrolo[3,2-b]pyridine-5-carboxylate ClC1=C(C=C(C=C1)N1[C@@H]2[C@](C3=NC(=CC=C31)C(=O)OC)(CCO2)C)F